FC1(C[C@@H](CC1)N1C(C(=CC=C1)NC(C1=C(C=C(C=C1)NS(NC)(=O)=O)N1C[C@@H]2C[C@@]2(CC1)C(F)F)=O)=O)F N-(1-((R)-3,3-difluorocyclopentyl)-2-oxo-1,2-dihydropyridin-3-yl)-2-((1R,6S)-6-(difluoromethyl)-3-azabicyclo[4.1.0]heptan-3-yl)-4-((N-methylsulfamoyl)amino)benzamide